[Fe].[Cu].[Ti] Titanium-copper-iron